C(C)(C)(C)OC(=O)N1[C@@H](C[C@H](C1)O)C(NCC1=CC=C(C=C1)C#N)=O (2S,4R)-2-((4-cyanobenzyl)carbamoyl)-4-hydroxypyrrolidine-1-carboxylic acid tert-butyl ester